COCCNC(=O)C1=CC2=C(N(C(=N2)NC=2SC3=C(N2)C=CC(=C3)OC(F)(F)F)CCF)C=C1 1-(2-Fluoro-ethyl)-2-(6-trifluoromethoxy-benzothiazol-2-ylamino)-1H-benzoimidazole-5-carboxylic acid (2-methoxy-ethyl)-amide